NC=1C(=NN(C1C(=O)OCC)C)C ethyl 4-amino-1,3-dimethyl-1H-pyrazole-5-carboxylate